ClC1=CC(=C(C(=C1)C)C1(CC1)C(=O)N[C@H]1CN(C[C@H](C1)C)C1=NN=NN1)OC 1-(4-chloro-2-methoxy-6-methylphenyl)-N-[(3R,5S)-5-methyl-1-(1H-1,2,3,4-tetrazol-5-yl)piperidin-3-yl]cyclopropane-1-carboxamide